C(C)C=1C(=CC=2C(C(CCC2C1)=O)(C)C)C=1CCN(CC1)C(=O)[O-] 4-(3-ethyl-8,8-dimethyl-7-oxo-5,6,7,8-tetrahydronaphthalen-2-yl)-3,6-dihydropyridine-1(2H)-carboxylate